2-[4-benzyloxy-3-methyl-5-(4,4,5,5-tetramethyl-1,3,2-dioxaborolan-2-yl)pyrazol-1-yl]ethoxy-tert-butyl-dimethyl-silane C(C1=CC=CC=C1)OC=1C(=NN(C1B1OC(C(O1)(C)C)(C)C)CCO[Si](C)(C)C(C)(C)C)C